I(=O)(=O)[O-].[NH4+] Ammonium iodat